C(C)(C)(C)OC(=O)N1CC(C1)CN 3-(aminomethyl)azetidine-1-carboxylic acid tert-butyl ester